2-Ethyl-5-[4-(4-ethyl-3-hydroxyphenyl)hexan-3-yl]phenol C(C)C1=C(C=C(C=C1)C(CC)C(CC)C1=CC(=C(C=C1)CC)O)O